C1(=CC=CC=C1)CCN 2-phenylethan-1-amine